C12C(=CC(CC1)C2)OC(=O)C(CC[C@H](N)C(=O)O)CN 5-norbornen-2-yloxycarbonyl-L-lysine